(S)-3-(2-methylpyrimidin-5-yl)-3-(3-(2-(5,6,7,8-tetrahydro-1,8-naphthyridin-2-yl)ethyl)azetidine-1-carboxamido)propionic acid CC1=NC=C(C=N1)[C@H](CC(=O)O)NC(=O)N1CC(C1)CCC1=NC=2NCCCC2C=C1